C(CCCCCCCCCCC)N(C1=CC=CC2=CC=CC=C12)C1=CC=CC=C1 dodecyl-phenyl-alpha-naphthylamine